[P].OCCCC(C(C)C)([O])CCCO bis(3-hydroxypropyl)isobutyl-oxygen phosphorus